(R)-N-(cyclobutylmethyl)-1-(4-((4-(5-methoxypyridin-3-yl)-1H-1,2,3-triazol-1-yl)methyl)phenyl)piperidin-3-amine C1(CCC1)CN[C@H]1CN(CCC1)C1=CC=C(C=C1)CN1N=NC(=C1)C=1C=NC=C(C1)OC